1-(3-chloro-5'-fluoro-2'-hydroxy-3'-(2-(piperazin-1-yl)pyridin-4-yl)-[1,1'-biphenyl]-4-yl)-3-methyl-1H-imidazol-2(3H)-one ClC=1C=C(C=CC1N1C(N(C=C1)C)=O)C1=C(C(=CC(=C1)F)C1=CC(=NC=C1)N1CCNCC1)O